(R)-7-(3-amino-5-fluoropyridin-4-yl)tetrahydro-1H-oxazolo[3,4-a]pyrazin-3(s)-one NC=1C=NC=C(C1N1C[C@H]2N(CC1)C(OC2)=O)F